4-(3-amino-1-(4-(pyrrolidin-1-yl)phenyl)-1H-pyrazol-5-yl)-2-fluorobenzonitrile NC1=NN(C(=C1)C1=CC(=C(C#N)C=C1)F)C1=CC=C(C=C1)N1CCCC1